tert-butyl 7-((1-propyl-1H-pyrazol-4-yl)sulfonyl)-4,7-diazaspiro[2.5]octane-4-carboxylate C(CC)N1N=CC(=C1)S(=O)(=O)N1CCN(C2(CC2)C1)C(=O)OC(C)(C)C